C[Mg]Cl monomethyl-magnesium chloride